5-(5''-bromodispiro[cyclopropane-1,1'-cyclohexane-4',3''-indoline]-1''-carbonyl)-N-(tert-butyl)-2-methoxybenzenesulfonamide BrC=1C=C2C3(CN(C2=CC1)C(=O)C=1C=CC(=C(C1)S(=O)(=O)NC(C)(C)C)OC)CCC1(CC3)CC1